ClC=1C=NC2=CC=C(C=C2C1NC)C=1C=CC(=C(C1)NC(C=C)=O)OC N-{5-[3-chloro-4-(methylamino)quinolin-6-yl]-2-methoxyphenyl}prop-2-enamide